CNC(CCOCCOCCOCCOCCN(C(C(F)(F)F)=O)C)=O N-methyl-3-{2-[2-(2-{2-[methyl-(2,2,2-trifluoro-acetyl)-amino]-ethoxy}-ethoxy)-ethoxy]-ethoxy}-propionamide